COC(CC1=C(C(=CC=C1)Br)OC)=O 2-(3-bromo-2-methoxyphenyl)acetic acid methyl ester